ClC1=CC=C2C(=CC(=NC2=C1)C=1C=C(C(=O)OC)C=CC1)C1=CC=NN1 Methyl 3-(7-chloro-4-(1H-pyrazol-5-yl) quinolin-2-yl)benzoate